N,9-Dimethyl-N-(2-(trifluoromethyl)quinolin-4-yl)-9H-carbazol-3-amine CN(C=1C=CC=2N(C3=CC=CC=C3C2C1)C)C1=CC(=NC2=CC=CC=C12)C(F)(F)F